CN(C(=O)C1CC2(CNC2)C1)C1=C(C=CC=C1)C N-Methyl-N-(o-tolyl)-2-azaspiro[3.3]heptane-6-carboxamide